(S)-N'-((3,5-dimethyl-2-(trifluoromethyl)-6,7-dihydro-5H-cyclopenta[b]pyridin-4-yl)carbamoyl)-1-ethyl-4-fluoro-1H-pyrazole-3-sulfonimidamide CC=1C(=C2C(=NC1C(F)(F)F)CCC2C)NC(=O)N=[S@@](=O)(N)C2=NN(C=C2F)CC